5-(6-(4-hydroxy-4-(pyridin-2-ylmeth-yl)piperidin-1-yl)pyridin-3-yl)-7-(1-methyl-1H-pyrazol-4-yl)imidazo[1,2-a]pyridine-3-carbonitrile OC1(CCN(CC1)C1=CC=C(C=N1)C1=CC(=CC=2N1C(=CN2)C#N)C=2C=NN(C2)C)CC2=NC=CC=C2